5-((4-Chloro-5-(((S)-4-(2-chloro-3-(((S)-1-methylpiperidin-3-yl)methoxy)phenyl)-2,3-dihydro-1H-inden-1-yl)oxy)-2-(hydroxymethyl)phenoxy)methyl)nicotinonitril ClC1=CC(=C(OCC=2C=NC=C(C#N)C2)C=C1O[C@H]1CCC2=C(C=CC=C12)C1=C(C(=CC=C1)OC[C@@H]1CN(CCC1)C)Cl)CO